7-amino-2-[2-(2-chloropyridin-4-yl)prop-2-en-1-yl]-4-[3-(thiophen-2-yl)-1H-indazol-5-yl]-2,3-dihydro-1H-isoindol-1-one NC=1C=CC(=C2CN(C(C12)=O)CC(=C)C1=CC(=NC=C1)Cl)C=1C=C2C(=NNC2=CC1)C=1SC=CC1